1-phenylbutane-1,4-diamine C1(=CC=CC=C1)C(CCCN)N